FC(C1=CC=C(C=C1)N1C(N([C@H](C1)C#N)C1=CN=CC2=CC=CC=C12)=O)F (R)-1-(4-(difluoromethyl)phenyl)-3-(isoquinolin-4-yl)-2-oxoimidazoline-4-carbonitrile